N(=[N+]=[N-])C1=NC(=C(C(=O)OC)C=C1)NC1=C(C=CC=C1)F methyl (6-azido-2-(2-fluorophenylamino) nicotinate)